tri-methyl-ethylenediamine CNCCN(C)C